titanium tetramethanol CO.CO.CO.CO.[Ti]